C(C)(C)(C)C=1C(=C(C=C(C1)CCC(=O)OCCCCCCCC)N1N=C2C(=N1)C=CC(=C2)Cl)O 2-(3'-tert-butyl-2'-hydroxy-5'-(2-octyloxy-carbonylethyl)phenyl)-5-chlorobenzotriazole